FC1=C(CN)C=CC(=C1)F 2,4-diFluorobenzylamine